FC(C(=O)O)(F)F.ClC1=C(C=CC(=C1)[N+](=O)[O-])N1CCC2(CC(C2)N)CC1 7-(2-chloro-4-nitrophenyl)-7-azaspiro[3.5]nonane-2-amine trifluoroacetate salt